F[P-](F)(F)(F)(F)F.COC1=NC(=CC=C1[N+]#N)C1=NN(C=C1)C methoxy-6-(1-methyl-1H-pyrazol-3-yl)pyridine-3-diazonium hexafluorophosphate